bis[4-(3-carboxyphenoxyphenyl) phenyl] sulfone C(=O)(O)C=1C=C(OC2=C(C=CC=C2)C2=CC=C(C=C2)S(=O)(=O)C2=CC=C(C=C2)C2=C(C=CC=C2)OC2=CC(=CC=C2)C(=O)O)C=CC1